(2S,3S,4S)-3-azido-N-(6-bromopyridin-2-yl)-4-fluoropyrrolidine-2-carboxamide N(=[N+]=[N-])[C@H]1[C@H](NC[C@@H]1F)C(=O)NC1=NC(=CC=C1)Br